2-(2-(4-(difluoromethyl)-1-(2-(trifluoromethyl)phenyl)-1H-pyrazol-5-yl)-7-azaspiro[3.5]non-7-yl)-4-fluorobenzo[d]thiazole-6-carboxylic acid FC(C=1C=NN(C1C1CC2(C1)CCN(CC2)C=2SC1=C(N2)C(=CC(=C1)C(=O)O)F)C1=C(C=CC=C1)C(F)(F)F)F